C1=NC(=CC=2C3=CC=CC=C3NC12)C(=O)N β-carboline-3-carboxamide